1-tridecanoyl-2-(9Z-heptadecenoyl)-glycero-3-phosphoserine CCCCCCCCCCCCC(=O)OC[C@H](COP(=O)(O)OC[C@@H](C(=O)O)N)OC(=O)CCCCCCC/C=C\CCCCCCC